N-[4-(3-cyanophenyl)-5-(2,6-dimethyl-4-pyridyl)thiazol-2-yl]-3-(hydroxymethyl)azetidine-1-carboxamide C(#N)C=1C=C(C=CC1)C=1N=C(SC1C1=CC(=NC(=C1)C)C)NC(=O)N1CC(C1)CO